C[C@@H]1CN=C(CC1)C1COCCC1 (3S)-3-methyl-6-(tetrahydro-2H-pyran-3-yl)-2,3,4,5-tetrahydropyridine